ClC1=CC=C(C=C1)NC(=O)[C@@H]1CCC12CCC(CC2)C2=CC=NC1=CC=C(C=C21)F |r| (±)-N-(4-chlorophenyl)-7-(6-fluoroquinolin-4-yl)spiro[3.5]nonane-1-carboxamide